OC[C@H](C1=CC(=CC=C1)I)N1C(C=C(C=C1)C=1C=C2C(=NNC2=CC1)C=1C=NN(C1)C)=O (S)-1-(2-hydroxy-1-(3-iodophenyl)ethyl)-4-(3-(1-methyl-1H-pyrazol-4-yl)-1H-indazol-5-yl)pyridin-2(1H)-one